acetone, pentahydrate O.O.O.O.O.CC(=O)C